C(C)(C)(C)OC(=O)N1CCC(CC1)C=1SC(=C(N1)C1=C(C(=CC=C1)N)F)C1=NC(=NC=C1)Cl.N1=CC(=CC=C1)S(=O)(=O)NC1=CC2=C(N=C(S2)NC(=O)C=2OC=CC2)C=C1 N-(6-(pyridine-3-sulfonylamino)benzo[d]thiazol-2-yl)furan-2-carboxamide tert-butyl-4-[4-(3-amino-2-fluorophenyl)-5-(2-chloropyrimidin-4-yl)-1,3-thiazol-2-yl]piperidine-1-carboxylate